BrC=1C(N(C(=CC1OCC=1OC=CC1)C)C1=C(C=CC=C1F)F)=O 3-bromo-1-(2,6-difluorophenyl)-4-(2-furylmethoxy)-6-methylpyridin-2(1H)-one